1-methyl-5-thien-2-yl-3-(trifluoromethyl)-1H-pyrazole CN1N=C(C=C1C=1SC=CC1)C(F)(F)F